tert-butyl N-[(1S)-1-[(2S,4R)-2-[3-(4-chloro-2-methyl-phenyl)prop-2-ynylcarbamoyl]-4-hydroxy-pyrrolidine-1-carbonyl]-2,2-dimethyl-propyl]carbamate ClC1=CC(=C(C=C1)C#CCNC(=O)[C@H]1N(C[C@@H](C1)O)C(=O)[C@H](C(C)(C)C)NC(OC(C)(C)C)=O)C